FC(C1=NN=C(S1)N1C(N(C2=C1C=C(C(=C2)F)S(=O)(=O)NC2(COC2)CF)CC#C)=O)F 3-[5-(difluoromethyl)-1,3,4-thiadiazol-2-yl]-6-fluoro-N-[3-(fluoromethyl)oxetan-3-yl]-2-oxo-1-(prop-2-yn-1-yl)-1,3-benzodiazole-5-sulfonamide